4-aminophenyltriethoxysilane NC1=CC=C(C=C1)[Si](OCC)(OCC)OCC